pyridin-2-yl-morpholine N1=C(C=CC=C1)N1CCOCC1